O=C1OC(CC1C1CC2C(C3=CC=CC=C13)C(=O)OC2=O)=O 4-(2,5-dioxotetrahydrofuran-3-yl)1,2,3,4-tetrahydronaphthalene-1,2-dicarboxylic anhydride